(R)-3-(1-cyclopropyl-1-hydroxyethyl)-1-(3-(6-((3,5-difluoropyridin-2-yl)amino)-4-methyl-1H-pyrazolo[3,4-d]pyrimidin-3-yl)-4-methylphenyl)pyridin-2(1H)-one C1(CC1)[C@@](C)(O)C=1C(N(C=CC1)C1=CC(=C(C=C1)C)C1=NNC2=NC(=NC(=C21)C)NC2=NC=C(C=C2F)F)=O